B([O-])([O-])[O-].[Dy+3] Dysprosium Borate